C(C)(=O)NC1=NC=CC=C1CCC(=O)[O-] (R)-2-acetamido-3-pyridine-propionate